C(C)(C)(C)OC(=O)N1C[C@@H](N(CC1)C1=NC(=NC2=CC=C(C=C12)C1=CN(C(C=C1)=O)C)Cl)C1=CC=CC=C1 (S)-4-(2-chloro-6-(1-methyl-6-oxo-1,6-dihydropyridin-3-yl)quinazolin-4-yl)-3-Phenyl-piperazine-1-carboxylic acid tert-butyl ester